ClC1=C(C=CC(=C1)Cl)[C@@H](C)NC1=NC(=NC=C1OCC(F)(F)F)N1CCN(CC1)C(=O)[C@@H]1N(CCC1)C(=O)OC(C)(C)C tert-butyl (R)-2-(4-(4-(((R)-1-(2,4-dichlorophenyl)ethyl)amino)-5-(2,2,2-trifluoroethoxy)pyrimidin-2-yl)piperazine-1-carbonyl)pyrrolidine-1-carboxylate